1,3-bis(4-aminophenoxy)propane NC1=CC=C(OCCCOC2=CC=C(C=C2)N)C=C1